(2R,5R)-2-Hydroperoxy-2-isopropyl-5-methylcyclohexan-1-one O(O)[C@@]1(C(C[C@@H](CC1)C)=O)C(C)C